C(#N)C=1C=C(C(=O)O)C=CC1NC(C1=CC=C(C=C1)C#N)=O 3-Cyano-4-(4-cyanobenzamido)benzoic acid